Cl.ClC1=C(C(=C(C=C1)C(C)(C)N)F)F 2-(4-chloro-2,3-difluorophenyl)propan-2-amine hydrochloride